N-(2,6-difluorobenzyl)-3,8-diazabicyclo[3.2.1]Octane-8-carboxamide FC1=C(CNC(=O)N2C3CNCC2CC3)C(=CC=C1)F